CN(CCNC1=C(C(N(C2=CC=CC=C12)C)=O)C(=O)NC1=NC=C(C=N1)F)C [2-(Dimethylamino)ethylamino]-N-(5-fluoropyrimidin-2-yl)-1-methyl-2-oxo-quinoline-3-carboxamide